C(C)(=O)[O-].C(C)(=O)[O-].[Pd+2].C1(CCCCC1)P(C1CCCCC1)C1CCCCC1.C1(CCCCC1)P(C1CCCCC1)C1CCCCC1 bis(tricyclohexylphosphine) palladium (II) diacetate